3-bromo-2-(trifluoromethyl)benzoic acid BrC=1C(=C(C(=O)O)C=CC1)C(F)(F)F